C=CCC#CC#CCCC 2Z-decaene-4,6-diyn